(trifluoromethyl)spiro[indoline-3,4'-piperidine]-2-one FC(F)(F)N1CCC2(CC1)C(NC1=CC=CC=C12)=O